4-acetamido-2,2,6,6-tetramethylpiperidine-N-oxide C(C)(=O)NC1CC([NH+](C(C1)(C)C)[O-])(C)C